3-methoxy-1,2-thiazole COC1=NSC=C1